COC(/C=C/C(=O)NC1C(C2CCC3(C4(CCC5(CCC(CC5C4=CC(C3C2(CC1)C)=O)(C(=O)[O-])C)C)C)C)(C)C)=O 10-((E)-4-methoxy-4-oxobut-2-enamido)-2,4a,6a,6b,9,9,12a-heptamethyl-13-oxo-1,2,3,4,4a,5,6,6a,6b,7,8,8a,9,10,11,12,12a,12b,13,14b-icosahydropicene-2-carboxylate